FC=1C=C(C=C(C1F)C=1N=NC(=CC1)NC1C[C@@H]2[C@@H](CN(C2)CC2CCOCC2)C1)NC(=O)C1(CC1)C(F)(F)F N-(3,4-difluoro-5-(6-(((3aR,5s,6aS)-2-((tetrahydro-2H-pyran-4-yl)methyl)octahydrocyclopenta[c]pyrrol-5-yl)amino)pyridazin-3-yl)phenyl)-1-(trifluoromethyl)cyclopropane-1-carboxamide